(3S)-1-[(cinnolin-6-yl)methyl]pyrrolidin N1=NC=CC2=CC(=CC=C12)CN1CCCC1